BrC1=CC(=NC=C1)N1N=C(C(=C1)C(=O)NC1=NC(=CC=C1)C=1N2C(=NN1)CC[C@@H]2C)OC (S)-1-(4-bromopyridin-2-yl)-3-methoxy-N-(6-(5-methyl-6,7-dihydro-5H-pyrrolo[2,1-c][1,2,4]triazol-3-yl)pyridin-2-yl)-1H-pyrazole-4-carboxamide